methyl 3-(2-(dimethylamino)ethyl)-1H-indole-1-carboxylate CN(CCC1=CN(C2=CC=CC=C12)C(=O)OC)C